FC1(CCC2=C1N=C(N=C2N2C[C@H]1C([C@@H](C2)C1)CC(=O)O)N1[C@@H](CC1)C(F)(F)F)F 2-((1R,5S,6S)-3-(7,7-difluoro-2-((S)-2-(trifluoromethyl)azetidin-1-yl)-6,7-dihydro-5H-cyclopenta[d]pyrimidin-4-yl)-3-azabicyclo[3.1.1]heptan-6-yl)acetic acid